1-butyl-N'-(3-chloropyridin-4-yl)-3-oxo-1,3-dihydroisobenzofuran-5-carboxylic acid hydrazide C(CCC)C1OC(C2=CC(=CC=C12)C(=O)NNC1=C(C=NC=C1)Cl)=O